2,4-ditrimethylsilyl-5-trifluoromethyl-pyrimidine C[Si](C1=NC=C(C(=N1)[Si](C)(C)C)C(F)(F)F)(C)C